1-(4-methoxybenzyl)-N4-(p-tolyl)-N1-(3,4,5-trimethoxyphenyl)terephthalamide COC1=CC=C(CC2(C(=O)NC3=CC(=C(C(=C3)OC)OC)OC)CC=C(C(=O)NC3=CC=C(C=C3)C)C=C2)C=C1